OC1=C(C=C(C(=C1)O)C(C)C)C1=NN=C(N1C1=CC=C(C=C1)CN1CCN(CC1)C(=O)C1CN(CCC1)C(=O)OC(C(=O)O)C)C(NCC)=O 2-[3-[4-[[4-[3-(2,4-dihydroxy-5-isopropyl-phenyl)-5-(ethylcarbamoyl)-1,2,4-triazol-4-yl]phenyl]methyl]piperazine-1-carbonyl]piperidine-1-carbonyl]oxypropanoic acid